C(=O)C1CCC(CC1)C=1N=C2N(C=C(C(=N2)OC(C)C)C(=O)NC=2C(N(C=CC2)[C@@H]2[C@@H](C2)F)=O)C1 2-(4-formylcyclohexyl)-7-isopropoxy-N-[2-oxo-1-[(1s,2r)-2-fluorocyclopropyl]-3-pyridinyl]imidazo[1,2-a]pyrimidine-6-carboxamide